(8-{[2-(4-Chlorophenyl)imidazo[1,2-a]pyridin-3-yl]methyl}-3,8-diazabicyclo[3.2.1]oct-3-yl)-(cyclopentyl)methanon ClC1=CC=C(C=C1)C=1N=C2N(C=CC=C2)C1CN1C2CN(CC1CC2)C(=O)C2CCCC2